(1-amino-N-((2R,3S)-3-hydroxyl-4-oxo-1-phenyl-4-((pyridin-2-ylmethyl)amino)butan-2-yl)cyclobutane-1-formamide) hydrochloride Cl.NC1(CCC1)C(=O)N[C@H](CC1=CC=CC=C1)[C@@H](C(NCC1=NC=CC=C1)=O)O